Cl.NC(C(=O)N1CCN(CC1)C(=O)NC1=NC(N(C=C1)C1=CC=C(C=C1)CC(C)N1CC2(CC(C2)N)CC1)=O)(C)C 4-(2-Amino-2-methylpropanoyl)-N-(1-(4-(2-(2-amino-6-azaspiro[3.4]octan-6-yl)propyl)phenyl)-2-oxo-1,2-dihydropyrimidin-4-yl)piperazine-1-carboxamide Hydrochloride Salt